C1(CC1)COC1=C(C=CC(=N1)C(=O)N[C@H](CO)C(C)C)N1CC(C1)OC (S)-6-(cyclopropylmethoxy)-N-(1-hydroxy-3-methylbutan-2-yl)-5-(3-methoxyazetidin-1-yl)pyridineamide